4-((1-(3-fluoro-2-(4-formylpiperidin-1-yl)phenyl)ethyl)sulfonyl)-N,N-dimethylbenzenesulfonamide FC=1C(=C(C=CC1)C(C)S(=O)(=O)C1=CC=C(C=C1)S(=O)(=O)N(C)C)N1CCC(CC1)C=O